C(C)(C)(C)OC(=O)N1CCC(CC1)(C)N(C)CC1=C(C=C(C=C1)C(F)(F)F)Br 4-((2-bromo-4-(trifluoromethyl)benzyl)(methyl)amino)-4-methylpiperidine-1-carboxylic acid tert-butyl ester